tert-butyl {4-[(trimethylsilyl)ethynyl]pyridin-2-yl}carbamate Tert-butyl-N-(4-bromo-2-pyridyl)carbamate C(C)(C)(C)OC(NC1=NC=CC(=C1)Br)=O.C[Si](C)(C)C#CC1=CC(=NC=C1)NC(OC(C)(C)C)=O